3-amino-6-(2,6-dimethylpyridin-4-yl)-5-(4-fluorophenyl)pyrazine-2-carboxylic acid NC=1C(=NC(=C(N1)C1=CC=C(C=C1)F)C1=CC(=NC(=C1)C)C)C(=O)O